ClC=1SC2=C(N1)CC1(CCNCC1)[C@@H]2N[S@](=O)C(C)(C)C (R)-N-((S)-2-chloro-4,6-dihydrospiro[cyclopenta[d]thiazole-5,4'-piperidin]-6-yl)-2-methylpropane-2-sulfinamide